4-METHOXY-7-METHYLINDOLE-3-CARBOXALDEHYDE COC1=C2C(=CNC2=C(C=C1)C)C=O